N1(CCCCC1)C1CCN(CC1)C(CC=1N=C(SC1)NC)=O 1-(1,4'-bipiperidin-1'-yl)-2-[2-(methylamino)-1,3-thiazol-4-yl]ethanone